CC1=C(C=CC=C1NC(C1=NC=C(C(=C1)OC)CN1CC(C1)OC)=O)C1=C(C(=CC=C1)NC(C1=NC=C(C(=C1)OC)CN1CC(C1)OC)=O)C N,N'-(2,2'-dimethyl-[1,1'-biphenyl]-3,3'-diyl)bis(4-methoxy-5-((3-methoxyazetidin-1-yl)methyl)picolinamide)